(3'-(4-chlorophenyl)-6'-hydroxy-8'-oxo-8'H-spiro[cyclopentane-1,5'-indolizine]-7'-carbonyl)-D-alanine ClC1=CC=C(C=C1)C1=CC=C2C(C(=C(C3(N12)CCCC3)O)C(=O)N[C@H](C)C(=O)O)=O